ClCCCSC1=CC=C(C=N1)C(C)=O 1-(6-((3-Chloropropyl)thio)pyridin-3-yl)ethan-1-one